BrC=1C=C(C(=O)N[C@@H](C)C=2N(N=CN2)C2=NN(C(C=C2)=O)C)C=C(C1)I 3-bromo-5-iodo-N-[(1S)-1-[2-(1-methyl-6-oxo-pyridazin-3-yl)-1,2,4-triazol-3-yl]ethyl]benzamide